FC=1C(=C(C=O)C=C(C1)C)O 3-FLUORO-2-HYDROXY-5-METHYL-BENZALDEHYDE